CC1=C(C=2N(C=C1C=1NC3=CC=C(C=C3C1C(C)C)C1CC(C1)N(C(CN(C)C)=O)C)N=CN2)C N-(3-(2-(7,8-dimethyl-[1,2,4]triazolo[1,5-a]pyridin-6-yl)-3-isopropyl-1H-indol-5-yl)cyclobutyl)-2-(dimethylamino)-N-methylacetamide